C1(=CC=CC2=CC=CC=C12)C(CC(CCCC)=O)=O 1-(naphthalen-1-yl)heptane-1,3-dione